4-methoxy-N-[(1S,2S,3S,5R)-2,6,6-trimethylnorborn-3-yl]-1H-pyrrolo[2,3-b]pyridine-2-carboxamide COC1=C2C(=NC=C1)NC(=C2)C(=O)N[C@@H]2[C@H]([C@H]1C(CC2C1)(C)C)C